aluminum-silicon-barium-calcium-iron [Fe].[Ca].[Ba].[Si].[Al]